NC=1C=C(C(N(C1)C)=O)C 5-amino-1,3-dimethylpyridin-2-one